CC1=CC=CN2C(=C(C=C12)C1=CC=CC=C1)N1C2=CC=CC=C2SC=2C=CC=CC12 10-(8-methyl-2-phenylindolizin-3-yl)-10H-phenothiazine